ClC1=CC=C2C(=N1)N=C(O2)N2CCN(CC2)C(=O)C2=CC=C(C=C2)C2=NOC(=N2)C(C)(C)F [4-(5-chlorooxazolo[4,5-b]pyridin-2-yl)piperazin-1-yl]-[4-[5-(1-fluoro-1-methyl-ethyl)-1,2,4-oxadiazol-3-yl]phenyl]methanone